2-((Benzyloxy)methyl)propan-1,1,1,3,3,3-d6-2-ol C(C1=CC=CC=C1)OCC(C([2H])([2H])[2H])(C([2H])([2H])[2H])O